7'-(phenylsulfonyl)-4',5,6,7'-tetrahydro-2H,4H-spiro[pyran-3,2'-pyrrolo[3',2':5,6]pyrido[3,4-b]pyrazine]-3'(1'H)-one C1(=CC=CC=C1)S(=O)(=O)N1C=CC2=C1N=CC=1NC(C3(NC12)COCCC3)=O